C(C1=CC=CC=C1)O[C@H]1[C@H](O[C@]2(C=CCO2)[C@@H]([C@H]1N1N=NC(=C1)C1=CC(=C(C(=C1)F)F)F)OCC1=CC=CC=C1)COCC1=CC=CC=C1 1-((5R,7R,8R,9S,10R)-8,10-bis(benzyloxy)-7-((benzyloxy)methyl)-1,6-dioxaspiro[4.5]dec-3-en-9-yl)-4-(3,4,5-trifluorophenyl)-1H-1,2,3-triazole